COC1=C(C=CC(=C1)OC)CNC1=NC=CC=2C(=CC=CC12)NCC1=C(C=C(C=C1)CCN1CCOCC1)F N1-[(2,4-dimethoxyphenyl)methyl]-N5-[[2-fluoro-4-(2-morpholinoethyl)phenyl]methyl]isoquinoline-1,5-diamine